tertbutyl 4-[2-[6-[2-cyano-3-[[ethyl(methyl)sulfamoyl]amino]-6-fluoro-phenoxy]-4-oxo-quinazolin-3-yl]ethyl]piperidine-1-carboxylate C(#N)C1=C(OC=2C=C3C(N(C=NC3=CC2)CCC2CCN(CC2)C(=O)OC(C)(C)C)=O)C(=CC=C1NS(N(C)CC)(=O)=O)F